1,1,1,3,3,3-Hexafluoropropan-2-yl 2-(4-chlorobenzyl)-3,3-dimethyl-2,8-diazaspiro[4.5]decane-8-carboxylate ClC1=CC=C(CN2CC3(CC2(C)C)CCN(CC3)C(=O)OC(C(F)(F)F)C(F)(F)F)C=C1